C1CCN2CCCC12COC=1N=C(C2=C(N1)CNCC2)N2C[C@H]1CC[C@@H](C2)N1C(=O)OC(C)(C)C (1R,5S)-tert-butyl 3-(2-((hexahydro-1H-pyrrolizin-7a-yl)methoxy)-5,6,7,8-tetrahydropyrido[3,4-d]pyrimidin-4-yl)-3,8-diazabicyclo[3.2.1]octane-8-carboxylate